NC=1C2=C(N=CN1)N(C=C2C=2C=C(CNC(OC)=O)C=CC2)[C@@H]2C[C@@H](C2)CN2CCC2 methyl 3-(4-amino-7-(cis-3-(azetidin-1-ylmethyl)cyclobutyl)-7H-pyrrolo[2,3-d]pyrimidin-5-yl)benzylcarbamate